CC=1C2=C(N=NC1C1=C(C3=C(SC=C3)C=C1)O)N(C=N2)[C@H]2CN(CCC2)C (R)-5-(4-methyl-7-(1-methylpiperidin-3-yl)-7H-imidazo[4,5-c]pyridazin-3-yl)benzo[b]thiophen-4-ol